C(CCC#CCCCCC)O Dec-4-yn-1-ol